2-[2-(1-pyrrolidinyl)propoxy]ethyl-N-methyl-N-(iso-butyl)-amine N1(CCCC1)C(COCCN(CC(C)C)C)C